FC=1C=C(C(=O)NN)C=CC1F 3,4-difluorobenzhydrazide